N3-phenyl-1-(3,4,5-trimethoxybenzyl)-1H-1,2,4-triazole-3,5-diamine C1(=CC=CC=C1)NC1=NN(C(=N1)N)CC1=CC(=C(C(=C1)OC)OC)OC